N-(4-(7-(((1r,2s,4r)-4-amino-2-methylcyclohexyl)amino)-1-isopropyl-2-oxo-1,4-dihydropyrimido[4,5-d]pyrimidin-3(2H)-yl)-2-fluorophenyl)-1-(4-fluorophenyl)methanesulfonamide N[C@H]1C[C@@H]([C@@H](CC1)NC1=NC=C2C(=N1)N(C(N(C2)C2=CC(=C(C=C2)NS(=O)(=O)CC2=CC=C(C=C2)F)F)=O)C(C)C)C